N-((1S,3R)-7-fluoro-3-hydroxy-2,3-dihydro-1H-inden-1-yl)-6-(1H-pyrrolo[2,3-b]pyridin-4-yl)nicotinamide FC=1C=CC=C2[C@@H](C[C@@H](C12)NC(C1=CN=C(C=C1)C1=C2C(=NC=C1)NC=C2)=O)O